NC=1C=NN(C1[C@H](C)OC)C=1C=C(C#N)C=CC1 (S)-3-(4-amino-5-(1-methoxyethyl)-1H-pyrazol-1-yl)benzonitrile